(6-(3-(1H-pyrazol-1-yl)-7,8-dihydro-1,6-naphthyridin-6(5H)-yl)-5-methylpyridazin-3-yl)(3,3-difluoroazetidin-1-yl)methanone N1(N=CC=C1)C=1C=NC=2CCN(CC2C1)C1=C(C=C(N=N1)C(=O)N1CC(C1)(F)F)C